NC=1N=C(SC1C(=O)C1=CC=C(C=C1)OC(F)F)NC1=CC(=C(C=C1)Cl)F [4-amino-2-(4-chloro-3-fluoro-anilino)thiazol-5-yl]-[4-(difluoromethoxy)phenyl]methanone